bis(pyrrolidinyl)(diisobutyl)aluminum N1(CCCC1)C(C(C)C)([Al]CC(C)C)N1CCCC1